ClC=1C=C(C=CC1C)NS(=O)(=O)C1=C(NC(=C1C(=O)N1CCCC1)C)C N-(3-chloro-4-methylphenyl)-2,5-dimethyl-4-(pyrrolidine-1-carbonyl)-1H-pyrrole-3-sulfonamide